2,2-difluoro-1-(1H-pyrrol-2-yl)ethane-1-ol FC(C(O)C=1NC=CC1)F